2-fluorophenyl-2,2-difluoro-N-methylacetamide FC1=C(C=CC=C1)C(C(=O)NC)(F)F